C(C)(C)(C)OC(=O)N1CCC(CC1)NC1=C(C(=CC=C1)CC(=O)OC)[N+](=O)[O-] 4-[3-(2-methoxy-2-oxo-ethyl)-2-nitro-anilino]piperidine-1-carboxylic acid tert-butyl ester